1-ethyl-6,8-difluoro-7-(3-methylpiperazin-1-yl)-quinolin-4(1H)-one-3-carboxylic acid C(C)N1C=C(C(C2=CC(=C(C(=C12)F)N1CC(NCC1)C)F)=O)C(=O)O